NC1=C2C(=NC=N1)N(N=C2C2=CC=C(C=C2)OC2=CC=CC=C2)[C@H]2CN(CCC2)C(C=C)=O 1-((R)-3-(4-amino-3-(4-phenoxyphenyl)-1H-pyrazolo[3,4-d]pyrimidin-1-yl)piperidin-1-yl)prop-2-en-1-one